(2R,4S)-2-((TERT-BUTYLDIPHENYLSILYL)OXY)OCT-7-ENE-4-SULFONAMIDE [Si](C1=CC=CC=C1)(C1=CC=CC=C1)(C(C)(C)C)O[C@H](C)C[C@H](CCC=C)S(=O)(=O)N